(S)-3-((S)-sec-butyl)-N,N-dimethyl-2-oxo-1,2,3,5-tetrahydro-4H-benzo[e][1,4]diazepine-4-sulfonamide [C@H](C)(CC)[C@@H]1N(CC2=C(NC1=O)C=CC=C2)S(=O)(=O)N(C)C